C(C)(C)(C)OC(=O)N1CC=2NN=C(C2C1)C1=CC=C(C=C1)C(F)(F)F 3-(4-(trifluoromethyl)phenyl)-4,6-dihydropyrrolo[3,4-c]pyrazole-5(1H)-carboxylic acid tert-butyl ester